OCC(CO)C 2-(hydroxymethyl)-1-propanol